N-(4-(imidazo[1,2-a]pyridin-7-yloxy)-3-methylphenyl)-5,6,7,8-tetrahydropyrido[4',3':4,5]thieno[2,3-d]pyrimidin-4-amine N=1C=CN2C1C=C(C=C2)OC2=C(C=C(C=C2)NC=2C1=C(N=CN2)SC2=C1CCNC2)C